FC(OC1=CC=CC=2C(N([C@H]3C=4N([C@@H](C21)C3)C3=C(N4)C=CC(=C3)C#CCOC)C([2H])([2H])[2H])=O)F (7R,14R)-1-(difluoromethoxy)-11-(3-methoxyprop-1-yn-1-yl)-6-(methyl-d3)-6,7-dihydro-7,14-methanobenzo[f]benzo[4,5]imidazo[1,2-a][1,4]diazocin-5(14H)-one